BrC1=NC(=CC2=CC=CC=C12)N 1-bromoisoquinolin-3-amine